ClC=1C=NN2C1N=C(C=C2)N2CCNCC2 3-chloro-5-piperazin-1-yl-pyrazolo[1,5-a]pyrimidine